methyl-stearoyl-L-aspartyl-L-phenylalanine CN([C@@H](CC(=O)O)C(=O)N[C@@H](CC1=CC=CC=C1)C(=O)O)C(CCCCCCCCCCCCCCCCC)=O